((6-((4-tert-butyldiphenylsilyloxy-butyl)(methyl)amino)undecane-1,11-diyl)bis(sulfanediyl))bis-(octane-1,2-diyl) dicycloheptane-carboxylate C1(CCCCCC1)C(=O)OC(CSCCCCCC(CCCCCSCC(CCCCCC)OC(=O)C1CCCCCC1)N(C)CCCCO[Si](C1=CC=CC=C1)(C1=CC=CC=C1)C(C)(C)C)CCCCCC